tert-Butyl 2-chloro-8-[2-chloro-5-(1,3-dioxolan-2-yl)-3-thienyl]-5,8-dihydro-1,7-naphthyridine-7(6H)-carboxylate ClC1=NC=2C(N(CCC2C=C1)C(=O)OC(C)(C)C)C1=C(SC(=C1)C1OCCO1)Cl